(S)-3-chloro-N-(3-(1-((2-ethyl-2H-pyrazolo[3,4-b]pyrazin-6-yl)amino)ethyl)phenyl)-4-((3-fluoroazetidin-1-yl)methyl)benzamide ClC=1C=C(C(=O)NC2=CC(=CC=C2)[C@H](C)NC=2C=NC=3C(N2)=NN(C3)CC)C=CC1CN1CC(C1)F